(S)-(1-(3-(4-cyanophenyl)-2-(4-(trifluoromethoxy)phenyl)quinoxalin-6-yl)pyrrolidin-3-yl)carbamic acid tert-butyl ester C(C)(C)(C)OC(N[C@@H]1CN(CC1)C=1C=C2N=C(C(=NC2=CC1)C1=CC=C(C=C1)OC(F)(F)F)C1=CC=C(C=C1)C#N)=O